(tert-butoxy-carbonyl)pyrrolidine-3-carboxylic acid C(C)(C)(C)OC(=O)N1CC(CC1)C(=O)O